N-ethyl-4-({4-[({6-methyl-2-[methyl(methylsulfonyl)amino]pyridin-3-yl}methyl)amino]-5-(trifluoromethyl)pyrimidin-2-yl}amino)benzamide C(C)NC(C1=CC=C(C=C1)NC1=NC=C(C(=N1)NCC=1C(=NC(=CC1)C)N(S(=O)(=O)C)C)C(F)(F)F)=O